BrC1=CC=C(C=C1)N1[C@H](CC(C1)(F)F)C1=C(C=CC=C1)C1CC1 |o1:8| (R or S)-1-(4-bromophenyl)-2-(2-cyclopropylphenyl)-4,4-difluoropyrrolidine